hydroxymethylaminoacetic acid OCNCC(=O)O